(E)-1-(1-((3-(2-cyclopropylvinyl)phenyl)sulfonyl)-5-(2-fluorophenyl)-1H-pyrrol-3-yl)-N-methylmethanamine hydrochloride Cl.C1(CC1)/C=C/C=1C=C(C=CC1)S(=O)(=O)N1C=C(C=C1C1=C(C=CC=C1)F)CNC